The molecule is a one-carbon compound that is phosphonic acid in which the hydrogen attached to the phosphorus is substituted by a methyl group. It is a one-carbon compound and a member of phosphonic acids. It derives from a phosphonic acid. It is a conjugate acid of a methylphosphonate(1-). CP(=O)(O)O